C1(OSS[Se]O1)=O dithioseleno carbonate